(E)-6-(4-ethoxyphenyl)-N'-(2-fluorobenzylidene)picolinohydrazide C(C)OC1=CC=C(C=C1)C1=CC=CC(=N1)C(=O)N/N=C/C1=C(C=CC=C1)F